Cl.Cl.C(C)[C@H]1OC2=C3C=CN=CC3=CC=C2CNC1 (R)-2-ethyl-2,3,4,5-tetrahydro-[1,4]oxazepino[7,6-f]isoquinoline dihydrochloride